[Si](C1=CC=CC=C1)(C1=CC=CC=C1)(C(C)(C)C)OCC[C@H](CCC)NC=1C2=C(N=C(N1)NC(=O)OC)C=NN2CC=2C(=CC(=NC2)C(=O)OC)OC methyl (S)-5-((7-((1-((tert-butyldiphenylsilyl)oxy)hexan-3-yl)amino)-5-((methoxycarbonyl)amino)-1H-pyrazolo[4,3-d]pyrimidin-1-yl)methyl)-4-methoxypicolinate